2-amino-4-(2,4-dichloro-5-(2-(piperazin-1-yl)ethoxy)phenyl)-N-ethylthieno[2,3-d]pyrimidine-6-carboxamide NC=1N=C(C2=C(N1)SC(=C2)C(=O)NCC)C2=C(C=C(C(=C2)OCCN2CCNCC2)Cl)Cl